7-(5-chloro-2-((1-isopropylpiperidin-4-yl)amino)pyridine-4-yl)-2-(5-fluoro-2-(hydroxymethyl)benzyl)-3-(methoxymethyl)-3,4-dihydropyrrolo[1,2-a]pyrazine-1(2H)-one ClC=1C(=CC(=NC1)NC1CCN(CC1)C(C)C)C=1C=C2N(CC(N(C2=O)CC2=C(C=CC(=C2)F)CO)COC)C1